1-(3-hydroxy-2-(5-(4-(hydroxymethyl)phenyl)-1H-imidazol-2-yl)piperidin-1-yl)-2-methylbutan-1-one OC1C(N(CCC1)C(C(CC)C)=O)C=1NC(=CN1)C1=CC=C(C=C1)CO